ClC=1C=C(OC2=C(C=C(C=C2)NC(CC2=C(C(=CC=C2Cl)C)Cl)=O)S(N)(=O)=O)C=CC1 N-[4-(3-chlorophenoxy)-3-sulfamoylphenyl]-2-(2,6-dichloro-3-methylphenyl)acetamide